(2-(Methylthio)-4-(spiro[2.4]heptan-4-ylamino)pyrimidin-5-yl)methanol CSC1=NC=C(C(=N1)NC1C2(CC2)CCC1)CO